N-[6-(1-cyano-1-methylethyl)pyridin-3-yl]-3-(4-{[4-(pyrrolidin-1-yl)piperidin-1-yl]methyl}-1-(2,2,2-trifluoroethyl)-1H-indol-2-yl)prop-2-ynamide C(#N)C(C)(C)C1=CC=C(C=N1)NC(C#CC=1N(C2=CC=CC(=C2C1)CN1CCC(CC1)N1CCCC1)CC(F)(F)F)=O